C(C1=CC=CC=C1)OC(=O)N1CC(CCC1)(C=1C=NN(C1)C(C1=CC=CC=C1)(C1=CC=CC=C1)C1=CC=CC=C1)O 3-hydroxy-3-(1-trityl-1H-pyrazol-4-yl)piperidine-1-carboxylic acid benzyl ester